2-(methylthiomethoxy methyl)benzoate CSCOCC1=C(C(=O)[O-])C=CC=C1